sodium 2,2'-methylene-bis(4-ethyl-6-t-butylphenyl) phosphate P1(=O)(OC2=C(C=C(C=C2C(C)(C)C)CC)CC2=C(C(=CC(=C2)CC)C(C)(C)C)O1)[O-].[Na+]